((S)-6,8-dichloro-1-methyl-3,4-dihydroisoquinolin-2(1H)-yl)((R)-4-(1-methyl-1H-imidazo[4,5-c]pyridin-7-yl)morpholin-2-yl)methanone ClC=1C=C2CCN([C@H](C2=C(C1)Cl)C)C(=O)[C@H]1CN(CCO1)C=1C2=C(C=NC1)N=CN2C